Cl.O[C@H]1C[C@H](NC1)CNC(=O)C1=CN(CCS1)C1=C2N=CNC2=NC=N1 N-(((2S,4S)-4-hydroxypyrrolidin-2-yl)methyl)-4-(9H-purin-6-yl)-3,4-dihydro-2H-1,4-thiazine-6-carboxamide hydrochloride